N1N=C(C=C1)C1=CC2=NC(=C3C(=C2S1)NC=N3)N 7-(1H-pyrazol-3-yl)-1H-imidazo[4,5-d]thieno[3,2-b]pyridin-4-amine